2-(2-(4-Butylcyclohex-1-en-1-yl)ethyl)-1,3-dioxolane C(CCC)C1CC=C(CC1)CCC1OCCO1